tert-butyl 7-[7-bromo-6-iodo-2-{[1-(2-methoxyethyl) piperidin-4-yl] oxy}-8-(2,2,2-trifluoroethoxy) quinazolin-4-yl]-2,7-diazaspiro[3.5]nonane-2-carboxylate BrC1=C(C=C2C(=NC(=NC2=C1OCC(F)(F)F)OC1CCN(CC1)CCOC)N1CCC2(CN(C2)C(=O)OC(C)(C)C)CC1)I